C(C(=C)C)(=O)OCCC[Si](OC(C)C)(OC(C)C)OC(C)C (γ-methacryloxypropyl)triisopropoxysilane